CC1=CC=CC(=N1)CC(C)NC(CCN1CCCC1)=O N-(1-(6-methylpyridin-2-yl)propan-2-yl)-3-(pyrrolidin-1-yl)propanamide